2-methyl-N-(5-methylpyrazin-2-yl)-4-nitrobenzamide CC1=C(C(=O)NC2=NC=C(N=C2)C)C=CC(=C1)[N+](=O)[O-]